3,6-dichloro-N-[2-(2,4-dichlorophenyl)-2,2-difluoroethyl]pyridazine-4-carboxamide ClC=1N=NC(=CC1C(=O)NCC(F)(F)C1=C(C=C(C=C1)Cl)Cl)Cl